4-(benzyloxy)-8-(3-methyl-1-((2-(trimethylsilyl)ethoxy)methyl)-1H-pyrazol-4-yl)-3,4-dihydro-1H,6H-pyrano[4,3-b]Thieno[3,2-d]Pyran-6-one C(C1=CC=CC=C1)OC1COCC2=C1OC(C1=C2C=C(S1)C=1C(=NN(C1)COCC[Si](C)(C)C)C)=O